(6S)-4-chloro-2,3,6,9-tetramethyl-6H-thieno[3,2-f][1,2,4]triazolo[4,3-a][1,4]diazepine ClC1=N[C@H](C=2N(C3=C1C(=C(S3)C)C)C(=NN2)C)C